N-cyclohexyl-5-(3-phenylprop-1-yn-1-yl)-1H-pyrrolo[2,3-b]pyridin-4-amine C1(CCCCC1)NC=1C2=C(N=CC1C#CCC1=CC=CC=C1)NC=C2